Dinatrium oxalat C(C(=O)[O-])(=O)[O-].[Na+].[Na+]